1-methylpiperazin-1-ium trifluoroacetate FC(C(=O)[O-])(F)F.C[NH+]1CCNCC1